ClC1=CC2=C(C=N1)N=C(S2)NC(OC(C)(C)C)=O tert-butyl (6-chlorothiazolo[4,5-c]pyridin-2-yl)carbamate